4-ethyl-3,5-dimethylpyridine C(C)C1=C(C=NC=C1C)C